(2R)-2-[[(2R)-2-(tert-butoxycarbonylamino)-3-phenyl-propionyl]amino]-5-fluoro-pentanoic acid ethyl ester C(C)OC([C@@H](CCCF)NC([C@@H](CC1=CC=CC=C1)NC(=O)OC(C)(C)C)=O)=O